FC([C@@H]1[C@H](C1)C(=O)O)(F)F (1S,2S)-2-(trifluoromethyl)cyclopropanecarboxylic acid